(6-bromo-2-chloro-3-pyridinyl)-morpholino-methanone BrC1=CC=C(C(=N1)Cl)C(=O)N1CCOCC1